2-benzopyran-6-sulfonamide C1OC=CC2=C1C=CC(=C2)S(=O)(=O)N